3,3-difluoro-N-{4-fluoro-3-[5-(pentan-2-yl)-2H-pyrazolo[3,4-b]pyridin-2-yl]phenyl}azetidine FC1(CN(C1)C1=CC(=C(C=C1)F)N1N=C2N=CC(=CC2=C1)C(C)CCC)F